C(CCC)NC=1C2=C(N=C(N1)NC(=O)OC)C=NN2CC2=C(C=C(C=N2)C2CCN(CC2)C(=O)OC(C)(C)C)OC tert-butyl 4-(6-((7-(butylamino)-5-((methoxycarbonyl)amino)-1H-pyrazolo[4,3-d]pyrimidin-1-yl)methyl)-5-methoxypyridin-3-yl)piperidine-1-carboxylate